BrC=1C=CC(=C(CO[Si](C)(C)C(C)(C)C)C1)F ((5-Bromo-2-fluorobenzyl)oxy)(t-butyl)dimethylsilane